N-((2,6-Diisopropylphenyl)carbamoyl)-5-(3-fluoroazetidine-1-carbonyl)-1-methyl-1H-pyrazole-3-sulfonamide, sodium salt [Na].C(C)(C)C1=C(C(=CC=C1)C(C)C)NC(=O)NS(=O)(=O)C1=NN(C(=C1)C(=O)N1CC(C1)F)C